FC1=CC=C(C(=O)NCCC=2N=NN(C2)[C@H](CC2=CC3=CC=CC=C3C=C2)C(NO)=O)C=C1 (R)-4-Fluoro-N-{2-[1-(1-hydroxycarbamoyl-2-naphthalen-2-yl-ethyl)-1H-[1,2,3]triazol-4-yl]-ethyl}-benzamide